CC1=C2C=CN=C(C2=CC(=C1)C(=O)O)NC 5-methyl-1-(methylamino)isoquinoline-7-carboxylic acid